C1(CCC1)C=1C(=NC=CC1NC1CCC1)C(=O)N cyclobutyl-4-(cyclobutylamino)pyridine-2-carboxamide